N-[(1R)-1-[2-fluoro-3-(1,1,2-trifluoroethyl)phenyl]ethyl]carbamate FC1=C(C=CC=C1C(CF)(F)F)[C@@H](C)NC([O-])=O